CS(=O)(=O)N[C@@H](CSC([2H])([2H])[2H])C(=O)O methylsulfonyl-S-(methyl-d3)-L-cysteine